C(C)(C)(C)C1=CC(C(C(=O)N)C=C1)(OCC)C(C1=C(C=CC=C1F)F)=O 4-(tert-butyl)-2-(2,6-difluorobenzoyl)-2-ethoxybenzamide